C1(=C(C=CC=C1C)C)NC(=O)C1NCCCC1 N-(2,6-xylyl)-2-piperidinecarboxamide